FC(C=1N=CN(C1)C1=C(C#N)C=C(C=C1)NC1=NN2C(N(CCC2)C2=CC(=C(C=C2)F)F)=N1)F 2-[4-(difluoromethyl)imidazol-1-yl]-5-[[4-(3,4-difluorophenyl)-6,7-dihydro-5H-[1,2,4]triazolo[1,5-a]pyrimidin-2-yl]amino]benzonitrile